CC(CN1CC2=CC=C(C=C2C1)NC=1N=CC2=C(N1)CNCC2)(C)O 2-methyl-1-[5-({5H,6H,7H,8H-pyrido[3,4-d]pyrimidin-2-yl}amino)-2,3-dihydro-1H-isoindol-2-yl]propan-2-ol